rac-(2S)-2-amino-3-[4-[4-(4-azidobutoxy)-2-ethyl-phenyl]phenyl]-N,N-bis[[3,4,5-tri(docosoxy)phenyl]methyl]propanamide N[C@H](C(=O)N(CC1=CC(=C(C(=C1)OCCCCCCCCCCCCCCCCCCCCCC)OCCCCCCCCCCCCCCCCCCCCCC)OCCCCCCCCCCCCCCCCCCCCCC)CC1=CC(=C(C(=C1)OCCCCCCCCCCCCCCCCCCCCCC)OCCCCCCCCCCCCCCCCCCCCCC)OCCCCCCCCCCCCCCCCCCCCCC)CC1=CC=C(C=C1)C1=C(C=C(C=C1)OCCCCN=[N+]=[N-])CC |r|